(1S,3R,4S,5R)-3-((5-chloro-4-(4-fluoro-2-((1s,3S)-3-fluorocyclobutyl)-1-isopropyl-1H-benzo[d]imidazol-6-yl)pyrimidin-2-yl)amino)-6,8-dioxabicyclo[3.2.1]octan-4-ol ClC=1C(=NC(=NC1)N[C@@H]1C[C@H]2CO[C@@H]([C@H]1O)O2)C=2C=C(C1=C(N(C(=N1)C1CC(C1)F)C(C)C)C2)F